C1(=CC=CC=C1)C1=NN=C(S1)CNC(=O)C=1N=NN(C1)C1=NC=CN=C1 N-((5-phenyl-1,3,4-thiadiazol-2-yl)methyl)-1-(pyrazin-2-yl)-1H-1,2,3-triazole-4-carboxamide